FC(S(=O)(=O)C1=CC=C(C=C1)C[C@@H]1CC2(CN(C2)C(=O)N2C[C@@H]3[C@@H](OCC(N3)=O)CC2)CC1)(F)F (4aR,8aS)-6-[(6R)-6-[[4-(trifluoromethylsulfonyl)phenyl]methyl]-2-azaspiro[3.4]octane-2-carbonyl]-4,4a,5,7,8,8a-hexahydropyrido[4,3-b][1,4]oxazin-3-one